9,9-bis(4-(2-hydroxyethoxy)-1-naphthyl)fluorene OCCOC1=CC=C(C2=CC=CC=C12)C1(C2=CC=CC=C2C=2C=CC=CC12)C1=CC=C(C2=CC=CC=C12)OCCO